4-[1-cyclopropyl-4-(1-ethyl-3-methyl-1H-pyrazol-5-yl)-1H-imidazol-2-yl]-1-methyl-1H-pyrazolo[4,3-c]pyridine-6-carboxamide C1(CC1)N1C(=NC(=C1)C1=CC(=NN1CC)C)C1=NC(=CC2=C1C=NN2C)C(=O)N